tert-butyl N-[[4-[3-[6-(2-cyano-3,6-difluoro-phenoxy)-4-oxo-quinazolin-3-yl]propyl]phenyl] methyl]-N-methyl-carbamate C(#N)C1=C(OC=2C=C3C(N(C=NC3=CC2)CCCC2=CC=C(C=C2)CN(C(OC(C)(C)C)=O)C)=O)C(=CC=C1F)F